2-(N-methyl-4-(methylamino)butanamido)propanoic acid CN(C(CCCNC)=O)C(C(=O)O)C